tert-butyl 4-amino-8-azadispiro[2.1.55.23]dodecane-8-carboxylate NC1C2(CC2)CCC12CCN(CC2)C(=O)OC(C)(C)C